6,12-dibromo-2-[3-(morpholin-4-yl)propyl]-9-oxa-2,4,14-triazatricyclo[8.4.0.0^{3,8}]tetradeca-1(10),3,5,7,11,13-hexaene BrC1=CN=C2N(C=3N=CC(=CC3OC2=C1)Br)CCCN1CCOCC1